ClC=1C=2N(C(=NN1)N[C@]1(CNCCC1)CC)N=CC2 (R)-4-chloro-N-(l-m-ethylpiperidin-3-yl)pyrazolo[1,5-d][1,2,4]triazin-7-amine